C(C)(C)(C)OC(=O)N[C@H]1C=CC[C@@H]2N(C1=O)[C@@H](CCC2)C(=O)OC methyl (4S,7S,10aR)-7-((tert-butoxycarbonyl) amino)-6-oxo-1,2,3,4,6,7,10,10a-octahydropyrido[1,2-a]azepine-4-carboxylate